(3R,4S)-N-Isopropyl-4-methoxypyrrolidin-3-amine C(C)(C)N[C@@H]1CNC[C@@H]1OC